tert-butyl (s)-1-(6-(benzylsulfanyl) pyridin-3-ylamino)-1-oxo-3-phenylprop-2-ylcarbamate C(C1=CC=CC=C1)SC1=CC=C(C=N1)NC([C@H](CC1=CC=CC=C1)NC(OC(C)(C)C)=O)=O